NC1CCN(CC1)C([C@@H](CCCCNCCOCCOCCOCCOCCOCCOCCOC)NC([C@@H](CC(C)C)NC([C@@H](CC1=CC=CC=C1)NC([C@@H](CC1=CC=CC=C1)N)=O)=O)=O)=O 4-Amino-1-((R)-28-((R)-2-((R)-2-((R)-2-amino-3-phenylpropanamido)-3-phenylpropan-amido)-4-methylpentanamido)-2,5,8,11,14,17,20-heptaoxa-23-azanonacosan-29-oyl)-piperidin